3-(4-methyl-1H-pyrazol-1-yl)cyclopentan-1-one CC=1C=NN(C1)C1CC(CC1)=O